(1R,3R)-3-isothiocyanatocyclobutylbenzoic acid N(=C=S)C1CC(C1)C1=C(C(=O)O)C=CC=C1